ClC1=C(C=CC=C1)C=1OC2=C(C(=CC(=C2C(C1)=O)O)O)C1C(CN(CC1)C)N(CC(=O)[O-])C(=O)OC(C)(C)C 4-(2-(2-chlorophenyl)-5,7-dihydroxy-4-oxo-4H-chromen-8-yl)-1-methylpiperidin-3-yl(tertbutoxycarbonyl)glycinate